tert-butyl 2-(3-((4-oxo-2-thioxo-2,3,4,5-tetrahydro-1H-pyrrolo[3,2-d]pyrimidin-1-yl)methyl)pyridin-2-yl)piperidine-1-carboxylate O=C1C2=C(N(C(N1)=S)CC=1C(=NC=CC1)C1N(CCCC1)C(=O)OC(C)(C)C)C=CN2